ClC1=CC=2NC(N(C(C2S1)=O)CC1CC1)=S 6-Chloro-3-(cyclopropylmethyl)-2-thioxo-2,3-dihydrothieno[3,2-d]pyrimidin-4(1H)-one